2-(1-imidazolyl)ethanamine dihydrochloride Cl.Cl.N1(C=NC=C1)CCN